4-(4-nitropyrazol-1-yl)piperidine [N+](=O)([O-])C=1C=NN(C1)C1CCNCC1